3-Ethyl-5-methyl-2-(acetoxymethyl)-4-(2-(2,2-difluoroethyl)-3-fluorophenyl)-6-(fluoromethyl)-1,4-dihydropyridine-3,5-dicarboxylate C(C)C1(C(NC(C(C1C1=C(C(=CC=C1)F)CC(F)F)(C(=O)[O-])C)CF)COC(C)=O)C(=O)[O-]